COC([C@@H](N(C(N([C@@H]1CNCC1)C)=O)C)C(C)C)=O N-methyl-N-(methyl-((S)-pyrrolidin-3-yl)carbamoyl)-L-valine methyl ester